N-(methylethoxysilylmethyl)urea CC(NC(=O)N)[SiH2]OCC